3-[[4-[(2R)-2-[(1-Benzylpyrazol-4-yl)amino]-4-methyl-pentoxy]-6-(2,6-dimethylphenyl)pyrimidin-2-yl]sulfamoyl]benzoic acid C(C1=CC=CC=C1)N1N=CC(=C1)N[C@@H](COC1=NC(=NC(=C1)C1=C(C=CC=C1C)C)NS(=O)(=O)C=1C=C(C(=O)O)C=CC1)CC(C)C